N-[2-(4-formylcyclohexyl)-6-(trifluoromethyl)indazol-5-yl]-6-(trifluoromethyl)pyridine C(=O)C1CCC(CC1)N1N=C2C=C(C(=CC2=C1)N1CC=CC=C1C(F)(F)F)C(F)(F)F